FC1CCN(CC1)C1=CC=C(C=C1)[N+](=O)[O-] 4-fluoro-1-(4-nitrophenyl)piperidine